C(C)(C)OC(=O)C=1C=C(C2=C(N(C(=N2)CCl)C[C@H]2OCC2)C1)OC(C)C (S)-2-(chloromethyl)-4-isopropoxy-1-((oxetan-2-yl)methyl)-1H-benzo[d]imidazole-6-carboxylic acid isopropyl ester